O[C@@H]1[C@H](N[C@H]([C@@H]1O)N1C2=NC(=NC(=C2N=C1)NCC1=NC=CC(=C1)C)C=1C=NC=C(C1)C)C(=O)NC (2S,3R,4S,5S)-3,4-dihydroxyl-N-meth-yl-5-(6-(((4-methylpyridin-2-yl)meth-yl)amino)-2-(5-methylpyridin-3-yl)-9H-purin-9-yl)pyrrolidin-2-formamide